4-[2-methyl-6-(methylsulfonyl)pyridin-3-yl]-2-[(3R)-3-methylmorpholin-4-yl]-8-(1H-pyrazol-5-yl)-1,7-naphthyridine CC1=NC(=CC=C1C1=CC(=NC2=C(N=CC=C12)C1=CC=NN1)N1[C@@H](COCC1)C)S(=O)(=O)C